FC1=C(C=C2C=CN(C(C2=C1)=O)CC(C[C@H](C)OC=1C=NN(C(C1C(F)(F)F)=O)COCC[Si](C)(C)C)OCOC)C1=NC=C(C=N1)C(F)(F)F 7-fluoro-2-[(4S)-2-(methoxymethoxy)-4-[6-oxo-5-(trifluoromethyl)-1-(2-trimethylsilylethoxymethyl)pyridazin-4-yl]oxy-pentyl]-6-[5-(trifluoromethyl)pyrimidin-2-yl]isoquinolin-1-one